Chlorotert-butyldimethyl-silane 4-chlorobenzyl-(4-(1-(4-methyloxazole-5-carboxamido)ethyl)phenyl)carbamate ClC1=CC=C(CN(C(O)=O)C2=CC=C(C=C2)C(C)NC(=O)C2=C(N=CO2)C)C=C1.Cl[Si](C)(C)C(C)(C)C